C(C)OC(C1=C(C(=NC=C1OC1=C(C=C(C=C1)OC(F)(F)F)OC)C(F)(F)F)F)=O 3-fluoro-5-[2-methoxy-4-(trifluoromethoxy)phenoxy]-2-(trifluoromethyl)isonicotinic acid ethyl ester